ClC1=NC=C(C(=N1)N1CCC2=NC=CC=C21)Cl 1-(2,5-dichloropyrimidin-4-yl)-2,3-dihydropyrrolo[3,2-b]pyridine